CC1=CC=C(C=C1)S(=O)(=O)NC1=C(OC2=C1C=CC=C2)C(C=2C=CC=1C3=C(NC1C2)CCC3)C3=CC=CC=C3 (+)-4-Methyl-N-(2-(phenyl(1,2,3,4-tetrahydrocyclopenta[b]indol-6-yl)methyl)benzofuran-3-yl)benzenesulfonamide